C(#N)C=1C=C(C=CC1F)NC(N(C)[C@H](C)C1=NNC(C2=CC(=C(C=C12)F)F)=O)=O (R)-3-(3-cyano-4-fluorophenyl)-1-(1-(6,7-difluoro-4-oxo-3,4-dihydrophthalazin-1-yl)ethyl)-1-methylurea